4-((3-(4-((1-(dimethylglycyl)piperidin-4-yl)amino)-1-(2,2,2-trifluoroethyl)-1H-indol-2-yl)prop-2-yn-1-yl)amino)-3-methoxybenzenesulfonamide CN(CC(=O)N1CCC(CC1)NC1=C2C=C(N(C2=CC=C1)CC(F)(F)F)C#CCNC1=C(C=C(C=C1)S(=O)(=O)N)OC)C